3-benzyl-1-(trans-4-((5-cyano-4-(3-hydroxy-3-methylazetidin-1-yl)pyrimidin-2-yl)amino)-cyclohexyl)-1-(5-(2-methoxypyrimidin-5-yl)pyrazin-2-yl)urea C(C1=CC=CC=C1)NC(N(C1=NC=C(N=C1)C=1C=NC(=NC1)OC)[C@@H]1CC[C@H](CC1)NC1=NC=C(C(=N1)N1CC(C1)(C)O)C#N)=O